C(C=C)N1CCC(CC1)N 1-(prop-2-en-1-yl)piperidin-4-amine